(Z)-2-(1-(4-(4-Chlorophenoxy)-2-methoxybenzylidene)-5-fluoro-2-methyl-1H-inden-3-yl)acetic acid ClC1=CC=C(OC2=CC(=C(\C=C/3\C(=C(C4=CC(=CC=C34)F)CC(=O)O)C)C=C2)OC)C=C1